tert-butyl 4-[6-[(4-cyano-2-fluoro-phenyl)methoxy]-5-fluoro-2-pyridyl]piperidine-1-carboxylate C(#N)C1=CC(=C(C=C1)COC1=C(C=CC(=N1)C1CCN(CC1)C(=O)OC(C)(C)C)F)F